7-(8-Methoxy-2-methylimidazo[1,2-b]pyridazin-6-yl)-2-[(3R,4S)-3-fluoro-4-piperidyl]thiazolo[3,2-a]pyrimidin-5-on COC=1C=2N(N=C(C1)C=1N=C3N(C(C1)=O)C=C(S3)[C@@H]3[C@H](CNCC3)F)C=C(N2)C